The molecule is a diacylglycerol 38:2 in which the acyl groups specified at positions 1 and 2 are (9Z,12Z)-octadecadienoyl and icosanoyl respectively. It is a diacylglycerol 38:2 and a 1,2-diacyl-sn-glycerol. It derives from an icosanoic acid and a linoleic acid. CCCCCCCCCCCCCCCCCCCC(=O)O[C@@H](CO)COC(=O)CCCCCCC/C=C\\C/C=C\\CCCCC